C(C)(C)(C)OC(=O)N1CC(C1)N1N=CC(=C1)C1=NC2=CC=C(C=C2C(=N1)N1[C@H](COCC1)C1=CC=CC=C1)C=1C(=NOC1C)C (S)-3-(4-(6-(3,5-dimethylisoxazol-4-yl)-4-(3-phenylmorpholino)quinazolin-2-yl)-1H-pyrazol-1-yl)azetidine-1-carboxylic acid tert-butyl ester